C(#N)C=1C=CC(=NC1)C=1C=NC(=CC1NC1=NC(=NC(=C1)CC)C(C)(F)F)NC(C)=O N-(5-cyano-4'-((2-(1,1-difluoroethyl)-6-ethylpyrimidin-4-yl)amino)-[2,3'-bipyridin]-6'-yl)acetamide